1,1'-carbonylbis-1H-imidazole C(=O)(N1C=NC=C1)N1C=NC=C1